8-cyclohexyl-2-((1-(3-fluorophenyl)-1H-pyrazol-3-yl)amino)-5-methylpyrido[2,3-d]pyrimidin-7(8H)-one C1(CCCCC1)N1C(C=C(C2=C1N=C(N=C2)NC2=NN(C=C2)C2=CC(=CC=C2)F)C)=O